BrC=1C=C(C=2N(C1Cl)N=CN2)Cl 6-bromo-5,8-dichloro-[1,2,4]triazolo[1,5-a]pyridine